methyl ((2-(3'-(6,7-difluoro-5-(hydroxymethyl)benzo[d]oxazol-2-yl)-2,2'-dimethyl-[1,1'-biphenyl]-3-yl)-6-(difluoromethoxy)benzo[d]oxazol-5-yl)methyl)-L-prolinate FC1=C(C2=C(N=C(O2)C=2C(=C(C=CC2)C2=C(C(=CC=C2)C=2OC3=C(N2)C=C(C(=C3)OC(F)F)CN3[C@@H](CCC3)C(=O)OC)C)C)C=C1CO)F